1-(8-fluoro-7-(6-methyl-1H-indazol-4-yl)-2-((tetrahydro-1H-pyrrolizin-7a(5H)-yl)methoxy)pyrido[4,3-d]pyrimidin-4-yl)-3-methylpiperidin-3-ol FC1=C(N=CC2=C1N=C(N=C2N2CC(CCC2)(O)C)OCC21CCCN1CCC2)C2=C1C=NNC1=CC(=C2)C